ClC1=NC=2N(C(=C1)N(C)CC1=CC=C(C=C1)OC)N=CC2C(=O)N[C@H]2[C@H](C2)F 5-Chloro-N-[(1R,2S)-2-fluorocyclopropyl]-7-{[(4-methoxyphenyl)methyl](methyl)amino}pyrazolo[1,5-a]pyrimidine-3-carboxamide